2-amino-2-butyl-1,3-diazaspiro[4.4]nonan-4-one NC1(NC2(C(N1)=O)CCCC2)CCCC